OOC(=O)C1=CC=C(O)C=C1 hydroxyparaben